C(#C)C1(CNCC1)C 3-ethynyl-3-methyl-pyrrolidine